FC(C(C(F)(F)F)(F)F)(F)C(=O)C methyl perfluoropropyl ketone